CC1=NN(C=N1)C=1C(=NC=CN1)[C@@H](C)N1C(C2=CC=CC=C2C1=O)=O |r| 2-{(rac)-1-[3-(3-methyl-1H-1,2,4-triazol-1-yl)pyrazin-2-yl]ethyl}-1H-isoindole-1,3(2H)-dione